(3-chlorophenyl)-3-(5-(7-(1-methyl-1H-pyrazol-4-yl)-1,6-naphthyridin-5-yl)pyridin-2-yl)-3,6-diazabicyclo[3.1.1]heptane ClC=1C=C(C=CC1)C12CN(CC(N1)C2)C2=NC=C(C=C2)C2=C1C=CC=NC1=CC(=N2)C=2C=NN(C2)C